ClC1=CC=C(C=C1)C=1OC(=CN1)C=O 2-(4-Chlorophenyl)oxazole-5-carbaldehyde